CN(CCNC(C1=C(C=C(C(=C1)OC)OC)C1=C(C=2C(=CC3=C(OCO3)C2)S1)I)=O)C N-(2-(Dimethylamino)ethyl)-2-(7-iodothieno[2',3':4,5]benzo[1,2-d][1,3]dioxol-6-yl)-4,5-dimethoxybenzamide